5-(1H-imidazol-1-yl)-2-{6-[methyl-(2,2,6,6-tetramethylpiperidin-4-yl)amino]Pyridazin-3-yl}pyridin-3-ol N1(C=NC=C1)C=1C=C(C(=NC1)C=1N=NC(=CC1)N(C1CC(NC(C1)(C)C)(C)C)C)O